O=C[C@@H](O)C[C@H](O)[C@@H](O)C(=O)O 3-deoxy-L-galacturonic acid